BrC=1C=CC2=C(C1)C=1N=C(N=C(C1O2)Cl)C2=CC=CC=C2 8-bromo-4-chloro-2-phenylbenzofuro[3,2-d]pyrimidine